(S)-3-(2-Hydroxy-1-(3-methoxyphenyl)ethyl)-7-(pyridin-4-yl)-2,3-dihydroquinazolin-4(1H)-one OC[C@H](C1=CC(=CC=C1)OC)N1CNC2=CC(=CC=C2C1=O)C1=CC=NC=C1